N1=CC(=CC2=CC=CC=C12)N1C2CN(CC1CC2)C(=O)OC(C)(C)C tert-Butyl 8-(quinolin-3-yl)-3,8-diazabicyclo[3.2.1]octane-3-carboxylate